perfluoroalanine FN([C@@](C(F)(F)F)(C(=O)O)F)F